(6-bromo-3-methoxypyridin-2-yl)ethan-1-ol ethyl-2-{3-[(1,3-benzothiazol-2-yl)amino]-4-methyl-5H,6H,7H,8H-pyrido[2,3-c]pyridazin-8-yl}-1,3-thiazole-4-carboxylate C(C)C1=C(N=C(S1)N1CCCC2=C1N=NC(=C2C)NC=2SC1=C(N2)C=CC=C1)C(=O)OC(C)C1=NC(=CC=C1OC)Br